propyl 2-propyl-4-(3-nitrophenyl)-5-oxo-1,4,5,7-tetrahydrofuro[3,4-b]pyridin-3-carboxylate C(CC)C1=C(C(C2=C(N1)COC2=O)C2=CC(=CC=C2)[N+](=O)[O-])C(=O)OCCC